ClC=1C=C2C(=NC(=NC2=C(C1C1=C(C=CC=2NN=NC21)C)F)N2CC(C2)N(C)C)N2C[C@H](N(C[C@@H]2C)C(C=C)=O)C 1-((2R,5S)-4-(6-chloro-2-(3-(dimethylamino)azetidin-1-yl)-8-fluoro-7-(5-methyl-1H-benzo[d][1,2,3]triazol-4-yl)quinazolin-4-yl)-2,5-dimethylpiperazin-1-yl)prop-2-en-1-one